FC(C1=CC=C(C=C1)CN1N=CC(=C1)C(=O)O)(F)F 1-[[4-(trifluoromethyl)phenyl]methyl]pyrazole-4-carboxylic acid